Cl.COC(=O)C1=CC2=C(OC[C@@H](C(N2C)=O)N)C=C1 (S)-3-amino-5-methyl-4-oxo-2,3,4,5-tetrahydrobenzo[b][1,4]oxazepin-7-carboxylic acid methyl ester hydrochloride